N1(CCC1)C[C@@H](C(=O)O[C@@H](C)C1=CC=CC=C1)CC (S)-1-phenylethyl (S)-2-(azetidin-1-ylmethyl)butanoate